CC=1C=CC(=C(C1)N1/C(/SCC1=O)=N/C(=O)NC1=CC=C(C=C1)C1=NN(C=N1)C1=CC(=CC=C1)OC(F)(F)F)OCCC(F)(F)F (Z)-1-(3-(5-methyl-2-(3,3,3-trifluoropropoxy)phenyl)-4-oxothiazolidin-2-ylidene)-3-(4-(1-(3-(trifluoromethoxy)phenyl)-1H-1,2,4-triazol-3-yl)phenyl)urea